FC1=C(C(=CC(=C1)C(NC)=O)F)C=1N=C2N(C=CC(=C2)F)C1C[C@H]1CN(CCO1)C(=O)OC methyl (S)-2-((2-(2,6-difluoro-4-(methylcarbamoyl)phenyl)-7-fluoroimidazo[1,2-a]pyridin-3-yl)methyl)morpholine-4-carboxylate